1-cyclobutyl-4-((5-phenylpyrimidin-2-yl)methyl)piperazine-2,3-dione C1(CCC1)N1C(C(N(CC1)CC1=NC=C(C=N1)C1=CC=CC=C1)=O)=O